4-[4-(1,3-Dioxolan-2-yl)pyridin-2-yl]-2,3-dihydro-1H-indole O1C(OCC1)C1=CC(=NC=C1)C1=C2CCNC2=CC=C1